ClC1=NC(=NC=C1C(F)(F)F)NC1=C(C=C(C=C1)N1CCN(CC1)C(=O)OC(C)(C)C)CC tert-butyl 4-(4-((4-chloro-5-(trifluoromethyl)pyrimidin-2-yl)amino)-3-ethylphenyl)piperazine-1-carboxylate